(S)-2-((4-(3-(4-cyano-2-fluorophenyl)-2,3-dihydrobenzo[b][1,4]dioxin-5-yl)piperidin-1-yl)methyl)-4-methoxy-1-(thiazol-5-ylmethyl)-1H-benzo[d]imidazole-6-carboxylate C(#N)C1=CC(=C(C=C1)[C@@H]1OC2=C(OC1)C=CC=C2C2CCN(CC2)CC2=NC1=C(N2CC2=CN=CS2)C=C(C=C1OC)C(=O)[O-])F